N-hydroxy-5,6-dimethyl-3-(phenylsulfanyl)pyridazine-4-carboxamidine ONC(=N)C1=C(N=NC(=C1C)C)SC1=CC=CC=C1